1,9,9-trimethyl-6-(piperidin-1-yl)-9,10-dihydroacridine CC1=CC=CC=2NC3=CC(=CC=C3C(C12)(C)C)N1CCCCC1